4-bromo-2-(ethoxymethyl)thiophene 5-chloro-5-oxopentyl-2-butyloctanoate ClC(CCCCOC(C(CCCCCC)CCCC)=O)=O.BrC=1C=C(SC1)COCC